(4R)-4-[4-(5-{[(1S,2S,3R)-2-fluoro-8-azabicyclo[3.2.1]octan-3-yl](methyl)amino}pyrazin-2-yl)-3-hydroxyphenyl]-1-methylpyrrolidin-2-one F[C@H]1[C@@H]2CCC(C[C@H]1N(C=1N=CC(=NC1)C1=C(C=C(C=C1)[C@H]1CC(N(C1)C)=O)O)C)N2